C(C)OC=1C=C(C=CC1C=1NC(C2=C(N1)N(N=N2)CC2=CC=C(C=C2)OC)=O)C2=CC(=CC=C2)CC(C(=O)OC)C methyl 3-(3'-ethoxy-4'-(3-(4-methoxybenzyl)-7-oxo-6,7-dihydro-3H-[1,2,3]triazolo[4,5-d]pyrimidin-5-yl)-[1,1'-biphenyl]-3-yl)-2-methylpropionate